BrC=1C(=NC(=NC1)NC1=C(C=C(C(=C1)[N+](=O)[O-])N1C[C@@H]2N(CCC[C@@H]2C1)C)OC)C1=CN(C2=CC=CC=C12)C1CC1 5-Bromo-4-(1-cyclopropyl-1H-indol-3-yl)-N-(2-methoxy-4-((4aR,7aR)-1-methyloctahydro-6H-pyrrolo[3,4-b]pyridin-6-yl)-5-nitrophenyl)pyrimidin-2-amine